C(C1=CC=CC=C1)OC(=O)N1CC2=CC=CC=C2C[C@H]1C(=O)O (3S)-2-[(benzyloxy)carbonyl]-1,2,3,4-tetrahydroisoquinoline-3-carboxylic acid